FC1=CC=C(C=C1)B1OC(CN(CC(O1)=O)C)=O 2-(4-fluorophenyl)-6-methyl-1,3,6,2-dioxazaborocane-4,8-dione